((2S,3R)-2-methyl-3-((methylsulfonyl)methyl)azetidin-1-yl)methanone C[C@@H]1N(C[C@H]1CS(=O)(=O)C)C=O